5-(4-fluorophenyl)-1-methyl-4-oxo-1,4-dihydropyridazine-3-carboxamide FC1=CC=C(C=C1)C=1C(C(=NN(C1)C)C(=O)N)=O